benzyl 4-[2-[4-(tert-butoxycarbonylamino)cyclohexyl]-2,2-difluoro-ethyl]piperazine-1-carboxylate C(C)(C)(C)OC(=O)NC1CCC(CC1)C(CN1CCN(CC1)C(=O)OCC1=CC=CC=C1)(F)F